1,4-dimethoxy-2-fluorobenzene COC1=C(C=C(C=C1)OC)F